6-(hydroxymethyl)-N-methyl-N-ethylpyridine-2-carboxamide OCC1=CC=CC(=N1)C(=O)N(CC)C